(4aR,8aS)-6-[3-[[5-(trifluoromethyl)-2-pyridinyl]oxymethyl]azetidine-1-carbonyl]-4,4a,5,7,8,8a-hexahydropyrido[4,3-b][1,4]oxazin-3-one FC(C=1C=CC(=NC1)OCC1CN(C1)C(=O)N1C[C@@H]2[C@@H](OCC(N2)=O)CC1)(F)F